FC(C1=NN=C(O1)C1=CC=2N(C=C1)C=C(N2)CN(C(=O)N2CCN(CC2)C2=NC=CC=C2)C2=CC=CC=C2)F N-((7-(5-(difluoromethyl)-1,3,4-oxadiazol-2-yl)imidazo[1,2-a]pyridin-2-yl)methyl)-N-phenyl-4-(pyridin-2-yl)piperazine-1-carboxamide